1-(3-(6-aminopyridazin-3-yl)prop-2-ynyl)-3-(2,4-bis(trifluoromethyl)phenyl)-8-chloro-7-fluoro-4,5-dihydro-1H-benzo[b]azepin-2(3H)-one NC1=CC=C(N=N1)C#CCN1C2=C(CCC(C1=O)C1=C(C=C(C=C1)C(F)(F)F)C(F)(F)F)C=C(C(=C2)Cl)F